ClC=1C=C2C(=NC(N(C2=CC1C1=C(C=CC=C1O)F)C1=C(C=CC=C1C)C(C)C)=O)N1[C@H](CN(CC1)C(=O)OC(C)(C)C)C tert-butyl (3S)-4-(6-chloro-7-(2-fluoro-6-hydroxyphenyl)-1-(2-isopropyl-6-methylphenyl)-2-oxo-1,2-dihydroquinazolin-4-yl)-3-methylpiperazine-1-carboxylate